OCC1(CC(C1)C(=O)O)[N+](=O)[O-] cis-3-(hydroxymethyl)-3-nitrocyclobutane-1-carboxylic acid